C(CCC(=O)O)(=O)O.C1(CCCCC(=O)OCCO1)=O 1,2-ethylene adipate succinate